tert-butyl (S)-2-(6-chloro-2-((R)-tetrahydrofuran-3-carbonyl)-1,2,3,4-tetrahydroisoquinolin-8-yl)pyrrolidine-1-carboxylate ClC=1C=C2CCN(CC2=C(C1)[C@H]1N(CCC1)C(=O)OC(C)(C)C)C(=O)[C@H]1COCC1